4-(1H-1,2,4-triazole-1-yl)-2-butanone N1(N=CN=C1)CCC(C)=O